tert-butyl (4-bromo-2-(difluoromethyl)-3-fluorobenzyl)carbamate BrC1=C(C(=C(CNC(OC(C)(C)C)=O)C=C1)C(F)F)F